O[C@@H]1C(OC2=CC=CC=C2[C@H]1NC(=O)C=1C=CC2=C(C(C(O2)(C)COC)N2C(NC(CC2=O)(C)C)=N)C1)(C)C N-[(3S,4R)-3-hydroxy-2,2-dimethyl-chroman-4-yl]-3-(2-imino-4,4-dimethyl-6-oxo-hexahydropyrimidin-1-yl)-2-(methoxymethyl)-2-methyl-3H-benzofuran-5-carboxamide